2-mercaptomethyl-6-mercapto-1,4-dithiacycloheptane SCC1SCC(CSC1)S